N-methyl-3-azabicyclo[3.2.1]octane-3-carboxamide CNC(=O)N1CC2CCC(C1)C2